4-(4-(4-(Aminomethyl)-2,6-difluorophenoxy)-1H-pyrrolo[2,3-b]pyridin-3-yl)-N-(pyridin-3-ylmethyl)pyridin-2-amin NCC1=CC(=C(OC2=C3C(=NC=C2)NC=C3C3=CC(=NC=C3)NCC=3C=NC=CC3)C(=C1)F)F